(R)-N-(5-cyclopropyl-1H-pyrazol-3-yl)-2-(3-((methylamino)methyl)pyrrolidin-1-yl)pyrimidin-4-amine C1(CC1)C1=CC(=NN1)NC1=NC(=NC=C1)N1C[C@H](CC1)CNC